2-(5-Fluoro-2-(hydroxymethyl)benzyl)-7-(5-methyl-2-((1-methyl-1H-indazol-5-yl)amino)pyrimidin-4-yl)-3,4-dihydropyrrolo[1,2-a]pyrazine FC=1C=CC(=C(CN2CC=3N(CC2)C=C(C3)C3=NC(=NC=C3C)NC=3C=C2C=NN(C2=CC3)C)C1)CO